6-bromo-8-methoxy-3,4-dihydroisoquinolin-1(2H)-one BrC=1C=C2CCNC(C2=C(C1)OC)=O